[Pd].[Pd].C(C)(C)(C)P(C(C)(C)C)C(C)(C)C.C(C)(C)(C)P(C(C)(C)C)C(C)(C)C bis(tri-t-butylphosphine) dipalladium (0)